[Cl-].[K+] Kalium Chloride